CC1=NN(C2=NC=C(C=C21)C)C2=CC=C(C=C2)[N+](=O)[O-] 3,5-dimethyl-1-(4-nitrophenyl)-1H-pyrazolo[3,4-b]pyridine